C(=O)(O)C=1C=C(C=C(C1)C(=O)O)P(O)(O)=O 3,5-dicarboxyphenylphosphonic acid